C(C)=[N+](C)[O-] N-ethylidenemethylamine-N-oxide